1-(4-Methanesulfonylbenzyl)pseudouridine CS(=O)(=O)C1=CC=C(CN2C=C([C@H]3[C@H](O)[C@H](O)[C@@H](CO)O3)C(NC2=O)=O)C=C1